1-thienyl-β-carboline S1C(=CC=C1)C1=NC=CC=2C3=CC=CC=C3NC12